5-(3-(methoxymethoxy)-4-(4,4,5,5-tetramethyl-1,3,2-dioxaborolan-2-yl)phenyl)-2,7-dimethylpyrazolo[1,5-a]pyridine COCOC=1C=C(C=CC1B1OC(C(O1)(C)C)(C)C)C1=CC=2N(C(=C1)C)N=C(C2)C